1-[4-benzyloxy-2-[2-(3,4-difluoro-2-methyl-phenoxy)-4-methyl-5-(trifluoromethyl)-3-pyridinyl]-6-oxo-1,6-naphthyridin-6-ium-5-yl]pyrrolidin-2-one C(C1=CC=CC=C1)OC1=CC(=NC=2C=C[N+](C(C12)N1C(CCC1)=O)=O)C=1C(=NC=C(C1C)C(F)(F)F)OC1=C(C(=C(C=C1)F)F)C